C(CCCCCC)(=O)OCC(COC(CCCCCC)=O)C(C(=O)O)CCCCC.C(CCCCCC)(=O)O.C(CCCCCC)(=O)O.C(CCCCCC)(=O)O tri-heptanoic acid (1,3-di(heptanoyloxy) propane-2-yl heptanoate)